Cl.N1CCCC1 pyrrolidine, hydrochloride salt